C(CCC)OCCOCCO diethylene glycol e-mono-n-butyl ether